(S)-4-bromo-N-(1,1,1-trifluoropropan-2-yl)naphthalene-1-sulfonamide BrC1=CC=C(C2=CC=CC=C12)S(=O)(=O)N[C@H](C(F)(F)F)C